ClC1=C2C(=NC=C1)SC(=C2)I 4-chloro-2-iodo-thieno[2,3-b]pyridine